5-bromo-2-nitro-N-(4-(piperidin-1-yl)phenyl)aniline BrC=1C=CC(=C(NC2=CC=C(C=C2)N2CCCCC2)C1)[N+](=O)[O-]